N-(1-methoxypropan-2-yl)-6-methyl-5-phenyl-2-(pyridin-2-yl)thieno[2,3-d]pyrimidin-4-amine COCC(C)NC=1C2=C(N=C(N1)C1=NC=CC=C1)SC(=C2C2=CC=CC=C2)C